dicyclobutylbismuthanyloxy(dicyclobutyl)bismuthane C1(CCC1)[Bi](O[Bi](C1CCC1)C1CCC1)C1CCC1